ClC1=C(N)C=CC(=C1)N1CCC(CC1)C(OC)OC 2-Chloro-4-[4-(dimethoxymethyl)-1-piperidyl]aniline